2-(4-isopropyl-5-(8-methoxy-[1,2,4]triazolo[1,5-a]pyridin-6-yl)-1H-pyrazol-3-yl)-4-methyl-5-(6-(tetrahydro-2H-pyran-4-yl)-2,6-diazaspiro[3.3]hept-2-yl)thiazole C(C)(C)C=1C(=NNC1C=1C=C(C=2N(C1)N=CN2)OC)C=2SC(=C(N2)C)N2CC1(C2)CN(C1)C1CCOCC1